5-Fluoro-1-((2S,4aR,6R,7aS)-2-((2-fluorobenzyl)oxy)-2-oxo-4H-furo[3,2-d][1,3,2]dioxaphosphorin-6-yl)pyrimidine-2,4(1H,3H)-dione FC=1C(NC(N(C1)C1=CC=2O[P@@](OCC2O1)(=O)OCC1=C(C=CC=C1)F)=O)=O